4-(2-chlorophenyl)-1-(((1R,2S)-2-hydroxycyclobutyl)amino)-6-(trifluoromethyl)-3H-pyrido[1,2-c]pyrimidin-3-one ClC1=C(C=CC=C1)C1=C2N(C(=NC1=O)N[C@H]1[C@H](CC1)O)C=CC(=C2)C(F)(F)F